C1(CC1)C=1C(=C(OC=2N=NC(=CC2C2=NOC[C@@H](N2)CC2=C(C=C(C=C2)C)C)C)C=CC1)F (5S)-3-[3-(3-cyclopropyl-2-fluorophenoxy)-6-methylpyridazin-4-yl]-5-[(2,4-dimethylphenyl)methyl]-5,6-dihydro-4H-1,2,4-oxadiazine